C(C1=CC=CC=C1)(=O)O[C@H](C)CCCC#C (R)-hept-6-yn-2-yl benzoate